3-bromo-N-methyl-4-((4-(trifluoromethyl)phenyl)amino)benzenesulfonamide BrC=1C=C(C=CC1NC1=CC=C(C=C1)C(F)(F)F)S(=O)(=O)NC